2-(2',4'-dimethyl-[1,1'-biphenyl]-2-yl)-3-ethyl-7-(1-methyl-1H-tetrazol-5-yl)imidazo[1,2-a]pyridine CC1=C(C=CC(=C1)C)C1=C(C=CC=C1)C=1N=C2N(C=CC(=C2)C2=NN=NN2C)C1CC